C(=O)[C@]1(N(C([C@H]2[C@@]1(O[C@H](C2)OC)C)=O)C(=O)OC(C)(C)C)C(=O)OC 5-(tert-butyl) 6-methyl (2R,3aR,6S,6aS)-6-formyl-2-methoxy-6a-methyl-4-oxohexahydro-5H-furo[2,3-c]pyrrole-5,6-dicarboxylate